BrC1=NC=CC(=N1)N(S(=O)(=O)C)C N-(2-bromopyrimidin-4-yl)-N-methylmethanesulfonamide